(1S,2S)-2-fluoro-N-[3-(4-fluoro-2-methoxyphenyl)-1H-pyrazolo[3,4-b]pyridin-6-yl]cyclopropane-1-carboxamide F[C@@H]1[C@@H](C1)C(=O)NC1=CC=C2C(=N1)NN=C2C2=C(C=C(C=C2)F)OC